C(CCCCCCCCCCCCCCCCCCCCC)(=O)OCCOCCO diethylene glycol monobehenate